BrC=1C=C2C(=CNC2=CC1)CCNC(C1=C(C=C(C=C1)C)O)=O N-(2-(5-bromo-1H-indol-3-yl)ethyl)-2-hydroxy-4-methylbenzamide